O1COC(C1)=O 1,3-dioxolan-4-one